ethyl 3-bromo-1-(4-ethoxy-4-oxobutyl)-1H-pyrazole-5-carboxylate BrC1=NN(C(=C1)C(=O)OCC)CCCC(=O)OCC